4-(4,4,5,5-tetramethyl-1,3,2-dioxaborolan-2-yl)-2,3-dihydro-1H-inden-2-ol CC1(OB(OC1(C)C)C1=C2CC(CC2=CC=C1)O)C